5-(4-bromo-2-fluorophenoxy)-4-methyl-1,3-thiazole BrC1=CC(=C(OC2=C(N=CS2)C)C=C1)F